ClC1=C(C=CC(=C1)Cl)C1(OCC(O1)C=1C(=C(C=CC1C)S(=O)(=O)[O-])C)CN1N=CN=C1 3-[2-(2,4-dichlorophenyl)-2-(1,2,4-triazol-1-ylmethyl)-1,3-dioxolan-4-yl]-2,4-dimethylbenzenesulfonate